N-(5-bromo-1,3,4-thiadiazol-2-yl)-2-((4-oxo-1-phenyl-4,5-dihydro-1H-pyrazolo[3,4-d]pyrimidin-6-yl)thio)propanamide BrC1=NN=C(S1)NC(C(C)SC=1NC(C2=C(N1)N(N=C2)C2=CC=CC=C2)=O)=O